ClC=1C(=C(C=CC1)C1(CNC1)NC1=CC=C2C=CN=C(C2=C1)OC)C N-(3-(3-chloro-2-methylphenyl)azetidin-3-yl)-1-methoxyisoquinolin-7-amine